2-((3-bromo-2-chloro-5-cyanophenyl)amino)-4-(cyclopropyl(4-methoxybenzyl)amino)pyrazolo[1,5-a][1,3,5]triazine-8-carbonitrile BrC=1C(=C(C=C(C1)C#N)NC1=NC=2N(C(=N1)N(CC1=CC=C(C=C1)OC)C1CC1)N=CC2C#N)Cl